ClC1=C(C=C(C=C1)N1[C@@H](CCC1)C)F (R)-1-(4-chloro-3-fluorophenyl)-2-methylpyrrolidine